benzo[1,3]dioxole-5-carboxylic acid (2-diethylamino-benzooxazol-5-yl)-amide C(C)N(C=1OC2=C(N1)C=C(C=C2)NC(=O)C2=CC1=C(OCO1)C=C2)CC